NC=1C=NC2=CC=C(C=C2C1NC1=CC=C(C=C1)C(C)O)Br 1-(4-((3-amino-6-bromoquinolin-4-yl)amino)phenyl)ethanol